ClC1=CC=C(C=C1)C=1C=C(C(N(N1)C1=CC(=CC=C1)F)=O)C(=O)N[C@@H](C)[C@@H](CO)O 6-(4-chlorophenyl)-N-[(2S,3S)-3,4-dihydroxybutan-2-yl]-2-(3-fluorophenyl)-3-oxo-2,3-dihydropyridazine-4-carboxamide